C(C1=CC=CC=C1)ONC(=O)C1=C(N=C2OC=CN21)C2=CC1=CC=CC=C1C=C2 N-(benzyloxy)-6-(naphthalen-2-yl)imidazo[2,1-b]oxazole-5-carboxamide